3-chloro-4-[(2S)-2-(dimethylamino)-3-{3-[1-(trifluoromethyl)cyclopropyl]-3-[6-(trifluoromethyl)pyridin-3-yl]propanamido}propyl]benzamide ClC=1C=C(C(=O)N)C=CC1C[C@@H](CNC(CC(C=1C=NC(=CC1)C(F)(F)F)C1(CC1)C(F)(F)F)=O)N(C)C